CC1(CC1)N1C(C2=C(C(=C1)C(=O)O)NC=C2)=O 5-(1-methylcyclopropyl)-4-oxo-1H,4H,5H-pyrrolo[3,2-c]pyridine-7-carboxylic acid